N(=[N+]=[N-])C1C[C@H]2CC[C@@H](C1)N2C(=O)OC(C)(C)C tert-Butyl (1R,5S)-3-azido-8-azabicyclo[3.2.1]octane-8-carboxylate